4-(3-fluoro-4-(trifluoromethyl)benzyl)-N-hydroxy-3-oxo-3,4-dihydro-2H-benzo[b][1,4]oxazine-6-carboxamide FC=1C=C(CN2C3=C(OCC2=O)C=CC(=C3)C(=O)NO)C=CC1C(F)(F)F